C(C)(=O)C1=CC(=C(C=C1)CC(=O)O)OCC=1C=C(C2=C(C=C(O2)F)C1)C1=C(C(=NC=C1)CN)F 2-(4-acetyl-2-((7-(2-(aminomethyl)-3-fluoropyridin-4-yl)-2-fluorobenzofuran-5-yl)methoxy)phenyl)acetic acid